methyl 4-((2-(4-(fluorosulfonyl)phenyl)imidazo[1,2-a]pyridin-3-yl)amino)benzoate FS(=O)(=O)C1=CC=C(C=C1)C=1N=C2N(C=CC=C2)C1NC1=CC=C(C(=O)OC)C=C1